C(C)(C)(C)OC(=O)N1CC2(CC(C2)O)CC1 2-hydroxy-6-azaspiro[3.4]octane-6-carboxylic acid tert-butyl ester